C1(CC1)C1=CSC=2C(OCCC21)CNC 1-(3-cyclopropyl-4,7-dihydro-5H-thieno[2,3-c]pyran-7-yl)-N-methylmethanamine